1-[2-[1-(2-methoxypropyl)-3-methyl-pyrazol-4-yl]-6-[5-[(6-methylpyridazin-3-yl)amino]benzimidazol-1-yl]-3-pyridinyl]ethanol COC(CN1N=C(C(=C1)C1=NC(=CC=C1C(C)O)N1C=NC2=C1C=CC(=C2)NC=2N=NC(=CC2)C)C)C